tert-butyl (4-((2-ethoxy-5-(trifluoromethoxy)benzyl)amino)cyclohexyl)carbamate C(C)OC1=C(CNC2CCC(CC2)NC(OC(C)(C)C)=O)C=C(C=C1)OC(F)(F)F